C(C)C1=CC=C(C2=CC=CC=C12)C1=CC=C(S1)SC(C(=O)OCC)(C)C ethyl 2-(5-(4-ethylnaphthalen-1-yl) thiophen-2-ylsulfanyl)-2-methylpropionate